tert-butyl ((1r,3r)-3-(4-(2-(4-((6-(2H-1,2,3-triazol-2-yl)pyridazine-4-yl)oxy) phenyl)propan-2-yl)phenoxy)cyclobutyl)carbamate N=1N(N=CC1)C1=CC(=CN=N1)OC1=CC=C(C=C1)C(C)(C)C1=CC=C(OC2CC(C2)NC(OC(C)(C)C)=O)C=C1